O1N=CC(=C1)C=1C=C(C=CC1)C(C(=O)N)C 2-[3-(1,2-oxazol-4-yl)phenyl]propanamide